ClC=1C(=NC(=NC1)NC1CCOCC1)C1=CC=C2CN(C(C2=C1)=O)[C@@H](C(=O)N[C@H](CO)C1=CC(=NC=C1F)N(C)C)C (2R)-2-(6-{5-chloro-2-[(oxacyclohex-4-yl)amino]pyrimidin-4-yl}-1-oxo-2,3-dihydro-1H-isoindol-2-yl)-N-[(1S)-1-[2-(dimethylamino)-5-fluoropyridin-4-yl]-2-hydroxyethyl]propionamide